NC1=NC2=CC(=CC=C2C=C1F)CN(C(=O)C=1C=NC=C(C1)C#N)C1=C(C=CC=C1)S(=O)(=O)C N-[(2-amino-3-fluoroquinolin-7-yl)methyl]-5-cyano-N-(2-methanesulfonylphenyl)pyridine-3-carboxamide